C(C1=CC=CC=C1)OC(C(C(=O)O)(C)C)=O 3-(benzyloxy)-2,2-dimethyl-3-oxopropionic acid